CC1CC(C1)(C1=NN=CN1C)C=1C=C(C=CC1)C1=NC(C2=CC(=CC=C12)CN1C[C@H](CCC1)C)=O 3-((1S,3R)-3-methyl-1-(4-methyl-4H-1,2,4-triazol-3-yl)cyclobutyl)phenyl-6-(((S)-3-methylpiperidin-1-yl)methyl)isoindol-1-one